ketopimelic acid O=C(C(=O)O)CCCCC(=O)O